(2R)-4-(6-{[6-(2-methylphenyl)-5-(trifluoromethyl)pyridin-2-yl]sulfamoyl}pyridin-2-yl)morpholine-2-carboxylic acid CC1=C(C=CC=C1)C1=C(C=CC(=N1)NS(=O)(=O)C1=CC=CC(=N1)N1C[C@@H](OCC1)C(=O)O)C(F)(F)F